allylperoxyallylcarbonate C(C=C)OOC=CCOC([O-])=O